Br.N=C1SC2=C(N1CC(=O)C1=CC=C(C=C1)C(F)(F)F)CCCC2 2-(2-Imino-4,5,6,7-tetrahydrobenzo[d]thiazol-3(2H)-yl)-1-(4-(trifluoromethyl)phenyl)ethan-1-one hydrogen bromide